CN1C(CCC2=CC=CC(=C12)OC1=CC(=CC=C1)C(F)(F)F)=O 1-Methyl-8-(3-(trifluoromethyl)phenoxy)-1,2,3,4-tetrahydroquinolin-2-one